N-(4-(4-(4-cyano-6-methylpyrimidin-2-yl)-N-(2-hydroxyethyl)piperazine-1-sulfonimidoyl)phenyl)-2-(N-methylmethylsulfonamido)benzamide C(#N)C1=NC(=NC(=C1)C)N1CCN(CC1)S(=O)(=NCCO)C1=CC=C(C=C1)NC(C1=C(C=CC=C1)N(S(=O)(=O)C)C)=O